[Cu].[Al].FC1=NC=CC=C1C1=CC=C(C=C1)CCCC(=O)NC1=CC=C(C=C1)O 4-(4-(2-Fluoropyridin-3-yl)phenyl)-N-(4-hydroxyphenyl)butanamide aluminum-copper